1,2,3,4,5-penta-trifluoromethyl-cyclopentadiene lithium [Li].FC(C1=C(C(=C(C1C(F)(F)F)C(F)(F)F)C(F)(F)F)C(F)(F)F)(F)F